spiro[chromene-2,4'-piperidine]-7,8-dicarboxylic Acid Dimethyl Ester COC(=O)C1=CC=C2C=CC3(CCNCC3)OC2=C1C(=O)OC